N-(2-(benzylamino)-2-oxo-1-(pyridin-2-yl)ethyl)-4-fluoro-7-methyl-1H-indole C(C1=CC=CC=C1)NC(C(C1=NC=CC=C1)N1C=CC2=C(C=CC(=C12)C)F)=O